nickel lithium Lanthanum [La].[Li].[Ni]